OC1=NC2=C3N=CC=CC3=CC=C2C=C1 2-hydroxy-1,10-phenanthroline